O(S(=O)(=O)C(F)(F)F)C(C)(C)C t-butyl triflate